N-(6-(3-cyanocyclobutyl)thiazolo[4,5-b]pyrazin-2-yl)-2'-cyclopropyl-5'-methoxy-6-methyl-[4,4'-bipyridine]-3-carboxamide C(#N)C1CC(C1)C=1N=C2C(=NC1)N=C(S2)NC(=O)C=2C=NC(=CC2C2=CC(=NC=C2OC)C2CC2)C